6,6-dimethyl-5,6-dihydro-11-oxo-benzo[b]carbazole-3-carboxylic acid CC1(C2=C(C(C=3C4=CC=C(C=C4NC13)C(=O)O)=O)C=CC=C2)C